1,7-Bis(3,4-dihydroxyphenyl)-1,6-heptadiene-3,5-dione OC=1C=C(C=CC1O)C=CC(CC(C=CC1=CC(=C(C=C1)O)O)=O)=O